4-cyclohexanedimethylamine iodide [I-].C1(CCC(CC1)CN)CN